ClC=1C(=NC(=CC1)Cl)C(=O)NN 3,6-dichloropicolinohydrazide